6,6'-(ethane-1,2-diylbis(5-carbamoyl-4-methoxy-1H-benzo[d]imidazole-1,2-diyl))bis(3-bromobenzoic acid) C(CN1C(=NC2=C1C=CC(=C2OC)C(N)=O)C2=CC=C(C=C2C(=O)O)Br)N2C(=NC1=C2C=CC(=C1OC)C(N)=O)C1=CC=C(C=C1C(=O)O)Br